6-(6-amino-1-(4-aminobenzyl)-1H-pyrazolo[3,4-d]pyrimidin-4-yl)pyridinecarbonitrile NC1=NC(=C2C(=N1)N(N=C2)CC2=CC=C(C=C2)N)C2=CC=CC(=N2)C#N